tert-butyl (R)-4-((2-(3-fluorophenyl)-2-hydroxyethyl)amino)-4-methylpiperidine-1-carboxylate FC=1C=C(C=CC1)[C@H](CNC1(CCN(CC1)C(=O)OC(C)(C)C)C)O